N-(2-(5-oxo-2-((pyridin-2-ylmethyl)amino)-5,7-dihydro-6H-pyrrolo[3,4-b]pyridin-6-yl)ethyl)acetamide O=C1N(CC2=NC(=CC=C21)NCC2=NC=CC=C2)CCNC(C)=O